FC=1C(=NC(=NC1)N1C(=NC2=C1C=CC=C2)N)NC2=CC=C(C=C2)N2CCN(CC2)C 1-(5-fluoro-4-((4-(4-methylpiperazin-1-yl)phenyl)amino)pyrimidin-2-yl)-1H-benzo[d]imidazole-2-amine